NC=1SC=C(N1)/C(/C(=O)N[C@H]1[C@H]2SCC(=C(N2C1=O)C(=O)O)COC)=N/OC (6R,7R)-7-[2-(2-amino-4-thiazolyl)-(Z)-2-(methoxyimino)acetamido]-3-methoxymethyl-8-oxo-5-thia-1-azabicyclo[4.2.0]oct-2-ene-2-formic acid